(R)-4-(3,3-Dimethyl-2,3-dihydro-1H-pyrrolo[3,2-b]pyridin-1-yl)-N-(4-(2-((dimethylamino)methyl)pyrrolidine-1-yl)-2-methoxy-5-nitrophenyl)pyrimidin-2-amine CC1(CN(C=2C1=NC=CC2)C2=NC(=NC=C2)NC2=C(C=C(C(=C2)[N+](=O)[O-])N2[C@H](CCC2)CN(C)C)OC)C